5-(5-methyl-1H-pyrazol-4-yl)-N-(4-((2-methylpyrrolidin-1-yl)methyl)pyridin-2-yl)thiazolo[5,4-b]pyridin-2-amine CC1=C(C=NN1)C1=CC=C2C(=N1)SC(=N2)NC2=NC=CC(=C2)CN2C(CCC2)C